COCC1=CC(=CS1)B(O)O 5-(METHOXYMETHYL)THIOPHEN-3-YLBORONIC ACID